C1(CC1)C1=CN=CC2=C1N=CN(C2=O)CC=2N=C1N(C=C(C=C1)C)C2 8-cyclopropyl-3-((6-methylimidazo[1,2-a]pyridin-2-yl)methyl)pyrido[4,3-d]pyrimidin-4(3H)-one